BrCC1=NC=C(C=C1)C1=NOC(=N1)C(F)(F)F 2-(Bromomethyl)-5-[5-(trifluoromethyl)-1,2,4-oxadiazol-3-yl]pyridine